FC1=C(C(=CC=C1)C)N1CCC(CC1)N1C(N(C=2C(C1)=CN(N2)CC(C#N)C)CC2=C(C=CC=C2)C(F)(F)F)=O 3-[5-[1-(2-Fluoro-6-methyl-phenyl)-piperidin-4-yl]-6-oxo-7-(2-trifluoromethyl-benzyl)-4,5,6,7-tetrahydro-pyrazolo[3,4-d]pyrimidin-2-yl]-2-methyl-propionitril